C1(CC1)C=1C(=NC=CC1)SCC1=CC=C(C=C1)OC 3-cyclopropyl-2-((4-methoxybenzyl)thio)pyridine